BrC1=CC(=C(C=C1F)N1C(C=CC2=CC(=CC=C12)S(=O)(=O)NC1=NOC=C1)=O)OC (M)-1-(4-bromo-5-fluoro-2-methoxyphenyl)-N-(isoxazol-3-yl)-2-oxo-1,2-dihydroquinoline-6-sulfonamide